C(C)OP(=O)(OCC)N1CCNCCN(CCNCC1)P(=O)(OCC)OCC 1,7-bis(diethoxyphosphoryl)-1,4,7,10-tetraazacyclododecane